NC1=C(C(=O)NCC2=C(C=CC=C2)F)C=CC=C1 2-amino-N-(2-fluorobenzyl)benzamide